6-Bromo-[1,2,4]triazolo[1,5-a]pyridine-7-carboxylic acid BrC=1C(=CC=2N(C1)N=CN2)C(=O)O